C(C)(C)(C)OC(=O)N1C[C@H]([C@@H](C1)CC1=CC=CC=C1)C(=O)O trans-4-benzyl-pyrrolidine-1,3-dicarboxylic acid 1-tert-butyl ester